C(C1=CC=CC=C1)C(C(=O)O)CCCCCCCCCCCCCCCC benzylstearic acid